3-(1-methylindole-3-yl)-4-[1-[1-(pyridin-2-ylmethyl)piperidine-4-yl]indole-3-yl]pyrrole-2,5-dione CN1C=C(C2=CC=CC=C12)C=1C(NC(C1C1=CN(C2=CC=CC=C12)C1CCN(CC1)CC1=NC=CC=C1)=O)=O